tert-butyl (S)-4-(7-chloro-8-fluoro-2-(((S)-1-methylpyrrolidin-2-yl)methoxy)pyrido[4,3-d]pyrimidin-4-yl)-2-(cyanomethyl)piperazine-1-carboxylate ClC1=C(C=2N=C(N=C(C2C=N1)N1C[C@@H](N(CC1)C(=O)OC(C)(C)C)CC#N)OC[C@H]1N(CCC1)C)F